Methyl 5-cyclopropyl-6-(3-methylimidazo[4,5-c]pyridin-7-yl)-3-[(3-methyl-1-tetrahydropyran-4-yl-pyrazol-4-yl)amino]pyrazine-2-carboxylate C1(CC1)C=1N=C(C(=NC1C=1C2=C(C=NC1)N(C=N2)C)C(=O)OC)NC=2C(=NN(C2)C2CCOCC2)C